2-(1-(6-(2,4-dioxo-1,2,3,4-tetrahydropyrimidin-5-yl)imidazo[1,2-b]pyridazin-8-yl)pyrrolidin-3-yl)-2,2-difluoro-N-isopropylacetamide O=C1NC=C(C(N1)=O)C=1C=C(C=2N(N1)C=CN2)N2CC(CC2)C(C(=O)NC(C)C)(F)F